FC1=C(C=CC=C1)N1CCC(CC1)C=1C(=NN(C1)C)NS(=O)(=O)C1=CC=C(C=C1)S(=O)(=O)N(C)C N1-(4-(1-(2-fluorophenyl)piperidin-4-yl)-1-methyl-1H-pyrazol-3-yl)-N4,N4-dimethylbenzene-1,4-disulfonamide